F[C@H]1CN(CC1)C1=CC=C(C=N1)C=1SC=2C=NCCC2N1 (R)-2-(6-(3-fluoropyrrolidin-1-yl)pyridin-3-yl)-6,7-dihydrothiazolo[5,4-c]pyridin